(S)-2-((5-(4-((R)-4-hydroxy-2-oxo-pyrrolidin-1-yl)phenyl)pyridin-2-yl)amino)-6,6a,7,8-tetrahydro-9H-pyrido[2,3-b]pyrrolo[1,2-d][1,4]oxazin-9-one O[C@@H]1CC(N(C1)C1=CC=C(C=C1)C=1C=CC(=NC1)NC1=CC2=C(OC[C@H]3N2C(CC3)=O)N=C1)=O